FC1=C(C(C=O)=CC=C1F)O 3,4-Difluorosalicylaldehyde